C(CCCCCCCCCCCCCCCCCCCCCCCCCCCCCCCCCCCCCCCCCCCCCCCCCCCCCCCCCC)(=O)O Nonapentacontanoic acid